3-(trifluoromethyl)-5-(trifluoromethylsulfonyl)benzoic acid FC(C=1C=C(C(=O)O)C=C(C1)S(=O)(=O)C(F)(F)F)(F)F